ClC1=C(C(=O)NCC(N2CCC(CC2)OC2=NC(=NS2)CCOC)C2=C(N=CS2)C(F)F)C(=CC=C1)F 2-Chloro-N-{2-[4-(difluoromethyl)-1,3-thiazol-5-yl]-2-(4-{[3-(2-methoxyethyl)-1,2,4-thiadiazol-5-yl]oxy}piperidin-1-yl)ethyl}-6-fluorobenzamide